C[C@@]1(CNC[C@@H]1C)COC1=CC=NC2=CC(=C(C=C12)OC(C)C)C(=O)N 4-{[(3R,4R)-3,4-dimethylpyrrolidin-3-yl]methoxy}-6-(propan-2-yloxy)quinoline-7-carboxamide